BrC=1C=C(C=CC1OC(F)(F)F)CO (3-bromo-4-(trifluoromethoxy)phenyl)methanol